OC1=CC=C(C=CC(=O)[O-])C=C1 4-hydroxy-cinnamate